vinyl-hexyl-dimethylsilane C(=C)[Si](C)(C)CCCCCC